OC1=C(C=O)C=C(C=C1OC)C=1C=NN(C1)CC1=NC=CC=C1 2-hydroxy-3-methoxy-5-(1-(pyridin-2-ylmethyl)-1H-pyrazol-4-yl)benzaldehyde